C(#N)C=1C=NN2C1N=C(C=C2NCC2=CC=C(C=C2)C2=NC=CC=C2)N[C@@H]2CN(CC2)C(=O)OC(C)(C)C tert-butyl (S)-3-((3-cyano-7-((4-(pyridin-2-yl)benzyl)amino)pyrazolo[1,5-a]pyrimidin-5-yl)amino)pyrrolidine-1-carboxylate